P(=O)(O)(O)O.CC(N(C)C)C(=O)O trimethyl-glycine phosphate